C(CCCCCCCCCC=CCCCCCC)O 11-octadecene-1-ol